rac-5-{2-[(2R,5S)-2-(4-fluoro-3-methylphenyl)-5-methylpiperidin-1-yl]-2-oxoacetamido}pyridine-3-carboxamide FC1=C(C=C(C=C1)[C@@H]1N(C[C@H](CC1)C)C(C(=O)NC=1C=C(C=NC1)C(=O)N)=O)C |r|